(3e,5e)-6,10-dimethyl-3,5,9-undecatrien-2-one C\C(=C/C=C/C(C)=O)\CCC=C(C)C